((1-(6-(6-(2,2,2-trifluoroacetamido)hexanamido)hexanoyl)-4-((tris(4-methoxyphenyl)methoxy)methyl)piperidin-4-yl)methyl) (2-cyanoethyl) diisopropylphosphoramidite C(C)(C)N(P(OCC1(CCN(CC1)C(CCCCCNC(CCCCCNC(C(F)(F)F)=O)=O)=O)COC(C1=CC=C(C=C1)OC)(C1=CC=C(C=C1)OC)C1=CC=C(C=C1)OC)OCCC#N)C(C)C